CNC(C)(C)C1OCC2(C3=C1SC=C3)CC2 N-methyl-2-(5'H,7'H-spiro[cyclopropane-1,4'-thieno[2,3-c]pyran]-7'-yl)propan-2-amine